ClC1=NC2=NC(=C(N=C2C(=N1)C=1C=NC(=CC1)C)C)C 2-chloro-6,7-dimethyl-4-(6-methylpyridin-3-yl)pteridine